5-amino-1,4-benzodioxane NC1=CC=CC=2OCCOC21